5-(2-amino-7H-pyrrolo[2,3-d]pyrimidin-5-yl)-N-(3,3-difluorocyclobutyl)pyrazolo[1,5-a]pyridine-3-carboxamide NC=1N=CC2=C(N1)NC=C2C2=CC=1N(C=C2)N=CC1C(=O)NC1CC(C1)(F)F